NC1=NC(=NC=C1C=1C=C2C=NN(C2=CC1C=O)COCC[Si](C)(C)C)C 5-(4-amino-2-methylpyrimidin-5-yl)-1-((2-(trimethylsilyl)ethoxy)methyl)-1H-indazole-6-carbaldehyde